1-{[6-methyl-2-(1H-pyrrol-2-yl)-1H-benzimidazol-1-yl]methyl}-4-propylpyrrolidin-2-one CC=1C=CC2=C(N(C(=N2)C=2NC=CC2)CN2C(CC(C2)CCC)=O)C1